5-(2,6-difluoro-4-(2-methyl-2H-indazol-4-yl)benzyl)-4-oxo-N-((tetrahydrofuran-2-yl)methyl)-4,5-dihydrofuro[3,2-c]pyridine-7-carboxamide FC1=C(CN2C(C3=C(C(=C2)C(=O)NCC2OCCC2)OC=C3)=O)C(=CC(=C1)C=1C3=CN(N=C3C=CC1)C)F